NC=1SC2=NC(=CC=C2N1)C1=CC=C(C=C1)NC(=O)C1CC1 N-(4-(2-aminothiazolo[5,4-b]pyridin-5-yl)phenyl)cyclopropanecarboxamide